6-benzyl-3-((4-chloropyridin-2-yl)methyl)-2,3,4,6-tetrahydropyrido[3,4-c][1,8]naphthyridin-5(1H)-one C(C1=CC=CC=C1)N1C(C2=C(C=3C=CC=NC13)CCN(C2)CC2=NC=CC(=C2)Cl)=O